FC1(CC=C(CC1)C1=C(C2=C(CCC1)C=C(C=C2)O)C2=CC=C(C=C2)O[C@@H]2CN(CC2)CCCF)F 6-(4,4-difluoro-cyclohexen-1-yl)-5-[4-[(3S)-1-(3-fluoropropyl)pyrrolidin-3-yl]oxyphenyl]-8,9-dihydro-7H-benzo[7]annulen-2-ol